8-cyclopentyl-2-((1-(methylsulfonyl)aminoazetidin-3-yl)amino)-7-oxo-7,8-dihydropyrido[2,3-d]pyrimidine-6-carbonitrile C1(CCCC1)N1C(C(=CC2=C1N=C(N=C2)NC2CN(C2)NS(=O)(=O)C)C#N)=O